C(C)(=O)C1=C(C=C(C=C1)Cl)C=1C(=NN(C(C1)=O)C(C(=O)NC1=CC=C(C(=O)O)C=C1)CC1=CC=CC=C1)OCC1CC1 4-(2-(4-(2-acetyl-5-chlorophenyl)-3-(cyclopropylmethoxy)-6-oxopyridazin-1(6H)-yl)-3-phenylpropionamido)benzoic acid